C1N(CC12CCNCC2)C2=NN=CS2 5-(2,7-diazaspiro[3.5]nonan-2-yl)-1,3,4-thiadiazole